CC=1OC=C(N1)CCO 2-(2-Methyloxazol-4-yl)ethanol